4-iodo-2-(E)-styrylbenzene IC1=CC(=CC=C1)\C=C\C1=CC=CC=C1